N-(7-chloro-3-(2-chloro-5-fluorophenyl)-1-carbonyl-2,3-dihydro-1H-pyrrolo[3,4-f]quinolin-4-yl)-3-hydroxy-3-(trifluoromethyl)indoline-2,2-d2-1-carboxamide ClC1=NC2=CC(=C3C(=C2C=C1)C(NC3C3=C(C=CC(=C3)F)Cl)=C=O)NC(=O)N3C(C(C1=CC=CC=C31)(C(F)(F)F)O)([2H])[2H]